[N-](S(=O)(=O)C(F)(F)F)S(=O)(=O)C(F)(F)F.C(CCCCCCCCCCCCC)N1CN(C=C1)C 1-tetradecyl-3-methylimidazole bistrifluoromethanesulfonimide salt